BrC1=C(C=NN1CC)O 5-bromo-1-ethyl-1H-pyrazol-4-ol